FC1=CC(=CC(=N1)N1C(C(C1)O)C)I 1-(6-fluoro-4-iodopyridin-2-yl)-2-methylazetidin-3-ol